C1(CC1)C=1C(=NN(C1NC(=O)N[C@@H]1CN(C[C@H]1C1=CC(=C(C=C1)F)F)CCOC)C1=CC=CC=C1)C=1C=NN(C1)C 1-(4-cyclopropyl-1'-methyl-1-phenyl-1H,1'H-[3,4'-bipyrazol]-5-yl)-3-((3S,4R)-4-(3,4-difluorophenyl)-1-(2-methoxyethyl)pyrrolidin-3-yl)urea